4-(Piperidin-4-ylmethyl)piperazine-1-carboxylic acid tert-butyl ester C(C)(C)(C)OC(=O)N1CCN(CC1)CC1CCNCC1